5-methyl-1H-1,2,3,4-tetrazole CC1=NN=NN1